2,3-dihydro-5-methyl-2-oxo-1,3,4-oxadiazole-3-propanone CC1=NN(C(O1)=O)CC(C)=O